2-[2-(1-bicyclo[2.1.1]hexanyl)pyrazolo[3,4-b]pyridin-6-yl]-3-methyl-5-(trifluoromethyl)phenol C12(CCC(C1)C2)N2N=C1N=C(C=CC1=C2)C2=C(C=C(C=C2C)C(F)(F)F)O